diethyl-hexanoic acid C(C)C(C(=O)O)(CCCC)CC